(trans)-Methyl 4-(2-chloro-3,4-difluorophenyl)-6-(4-(N-((R)-2-hydroxy-3-methoxypropyl)methylsulfonamido)cyclohexyl)-2-(thiazol-2-yl)-1,4-dihydropyrimidine-5-carboxylate ClC1=C(C=CC(=C1F)F)C1N=C(NC(=C1C(=O)OC)[C@@H]1CC[C@H](CC1)N(S(=O)(=O)C)C[C@H](COC)O)C=1SC=CN1